(1R,3S,5R)-N-(6-bromopyridin-2-yl)-2-(2-(3-((S)-1-hydroxyethyl)-5-(2-methylpyrimidin-5-yl)-1H-indazol-1-yl)acetyl)-2-azabicyclo[3.1.0]hexane-3-carboxamide BrC1=CC=CC(=N1)NC(=O)[C@H]1N([C@@H]2C[C@@H]2C1)C(CN1N=C(C2=CC(=CC=C12)C=1C=NC(=NC1)C)[C@H](C)O)=O